1-(4-Chloro-2-hydroxy-phenyl)-3-[4-(3-dimethylamino-propoxy)-3-(4-fluoro-2-methyl-2H-pyrazol-3-yl)-phenyl]-urea ClC1=CC(=C(C=C1)NC(=O)NC1=CC(=C(C=C1)OCCCN(C)C)C=1N(N=CC1F)C)O